ethyl α-lithioisobutyrate [Li]C(C(=O)OCC)(C)C